NC1=C(C=CC(=C1F)N(CC1=CC=C(C=C1)C(F)(F)F)CC#C)NC(OCC)=O ethyl (2-amino-3-fluoro-4-(prop-2-yn-1-yl(4-(trifluoromethyl)benzyl)amino)phenyl)carbamate